OC=1C2=C(N=C(N1)NC(=O)OC)C(=NN2CC2=C(C=C(C(=O)OC)C=C2)OC)C methyl 4-((7-hydroxy-5-((methoxycarbonyl) amino)-3-methyl-1H-pyrazolo[4,3-d]pyrimidin-1-yl) methyl)-3-methoxybenzoate